trifluoromethylpyridin-3-amine FC(F)(F)C1=NC=CC=C1N